N12C=CC(CC1)C2.[Li] lithium aza-norbornene